2-(4-(4-(aminomethyl)-1-oxo-1,2-dihydrophthalazin-6-yl)-1-methyl-1H-pyrazol-5-yl)-6-cyclopropoxy-4-(3-(dimethylamino)azetidin-1-yl)-3-fluorobenzonitrile NCC1=NNC(C2=CC=C(C=C12)C=1C=NN(C1C1=C(C#N)C(=CC(=C1F)N1CC(C1)N(C)C)OC1CC1)C)=O